FC(C(=O)O)(F)F.C1(CCCC1)COC1=CC2=C(C(=NO2)NS(=O)(=O)N2CCC(CC2)O[C@H]2CNCC2)C=C1C1CC1 (R)-N-(6-(cyclopentylmethoxy)-5-cyclopropylbenzo[d]isoxazol-3-yl)-4-(pyrrolidin-3-yloxy)piperidine-1-sulfonamide 2,2,2-trifluoroacetate